C(C)OS(=O)(=O)[O-].C(C=C)(=O)OCC[N+](CC)(C)C acryloyloxyethyl-dimethyl-ethyl-ammonium ethyl-sulfate